1-((3,5-dimethoxyphenyl)ethynyl)-3-(1-acryloylpyrrolidin-3-yl)imidazo[1,5-a]pyrazin-8-amine COC=1C=C(C=C(C1)OC)C#CC=1N=C(N2C1C(=NC=C2)N)C2CN(CC2)C(C=C)=O